C1(=CC=CC=C1)C(CCN)C1=CC=CC=C1 3,3-di-phenylpropylamine